ClC1=CC=C(OCC2=NN=C(S2)NC(C2=CN=C(C=C2C2=C(C=C3C=CN(C3=C2)C)OC)C)=O)C=C1 N-(5-((4-Chlorophenoxy)methyl)-1,3,4-thiadiazol-2-yl)-4-(5-methoxy-1-methyl-1H-indol-6-yl)-6-methylnicotinamide